O=S1(CCC(CC1)N1N=CC(=C1)N)=O [1-(1,1-dioxothian-4-yl)pyrazol-4-yl]amin